6-bromo-4-(2-methoxyethoxy)quinoline-2-carboxylic acid methyl ester COC(=O)C1=NC2=CC=C(C=C2C(=C1)OCCOC)Br